C1(CCCCC1)(C(=O)OC)C(=O)OC Dimethyl cyclohexanedicarboxylate